ClC1=CC=C(C(=N1)C(=O)NOC)NC(C)C=1C=2C3=C(N(C(C2C=C(C1)C)=O)C)N(N=C3)CC 6-chloro-3-((1-(3-ethyl-4,7-dimethyl-5-oxo-4,5-dihydro-3H-pyrazolo[3,4-c]isoquinolin-9-yl)ethyl)amino)-N-methoxypyridinecarboxamide